ClC1=NC=CC2=C1SC=1N=C(N=C(C12)O)S 8-chloro-2-mercaptopyrido[4',3':4,5]thieno[2,3-d]pyrimidin-4-ol